N,N-Dimethyl-[1,1':3',1''-terphenyl]-2'-amin CN(C1=C(C=CC=C1C1=CC=CC=C1)C1=CC=CC=C1)C